((2R,3S,4R)-5-(3-carbamoylpyridin-1(4H)-yl)-3,4-dihydroxytetrahydrofuran-2-yl)methyl dihydrogen phosphate P(=O)(OC[C@H]1OC([C@@H]([C@@H]1O)O)N1C=C(CC=C1)C(N)=O)(O)O